BrC=1C(=NC=CC1C)C(F)F 3-bromo-2-(difluoromethyl)-4-methylpyridine